C1(CC1)C=1C=NC(=NC1)[C@H](C)N1N=CC2=C(C=CC(=C12)C(=O)NC1CC2(CC(C2)C(=O)O)C1)C#CC (Sa,S)-6-(1-(1-(5-cyclopropylpyrimidine-2-yl)ethyl)-4-(propane-1-yn-1-yl)-1H-indazole-7-carboxamido)spiro[3.3]heptane-2-carboxylic acid